ClC=1C=CC2=C(C(C[C@@H](O2)C(=O)NC23CCC(CC2)(CC3)C=3OC(=NN3)[C@@H]3C[C@@H](C3)OC(F)(F)F)=O)C1 (2R)-6-chloro-4-oxo-N-(4-{5-[cis-3-(trifluoromethoxy)cyclobutyl]-1,3,4-oxadiazol-2-yl}bicyclo[2.2.2]oct-1-yl)-3,4-dihydro-2H-1-benzopyran-2-carboxamide